[Si](C)(C)(C(C)(C)C)OCCC1=C(C=CC(=C1)[N+](=O)[O-])S(=O)(=O)N 2-[(tert-butyldimethylsilyl)oxy]ethyl-4-nitrobenzenesulfonamide